ClC(C=C)(CC=C)C 3-chloro-3-methyl-1,5-hexadiene